CC(CC(=O)OC(C)(C)C)C(C)[N+](=O)[O-] tert-butyl 3-methyl-4-nitropentanoate